1,4-diethylpiperidinium mesylate S(C)(=O)(=O)[O-].C(C)[NH+]1CCC(CC1)CC